1-Cyclohexyl-1-cyclopropyl-3-methyl-nonan-1-ol C1(CCCCC1)C(CC(CCCCCC)C)(O)C1CC1